1-aminoethyl-3-methyl-imidazole bromine salt [Br].NC(C)C1=NC=CN1C